N-(3-(1-benzyl-1H-indol-7-yl)-1H-pyrazol-5-yl)-4-((1-methylpiperidin-4-yl)amino)benzamide C(C1=CC=CC=C1)N1C=CC2=CC=CC(=C12)C1=NNC(=C1)NC(C1=CC=C(C=C1)NC1CCN(CC1)C)=O